COC1=CC=C(C=C1)N(C2=CC=C(C=C2)OC)C3=CC4=C(C=C3)C5=C(C46C7=C(C=CC(=C7)N(C8=CC=C(C=C8)OC)C9=CC=C(C=C9)OC)C1=C6C=C(C=C1)N(C1=CC=C(C=C1)OC)C1=CC=C(C=C1)OC)C=C(C=C5)N(C1=CC=C(C=C1)OC)C1=CC=C(C=C1)OC 2,2',7,7'-tetrakis-(N,N-di-4-methoxyphenylamino)-9,9'-spirobifluorene